4-methyl-N-(3-(thiophene-2-yl)-4,5-dihydroisoxazole-5-yl)benzamide CC1=CC=C(C(=O)NC2CC(=NO2)C=2SC=CC2)C=C1